[Si](C)(C)(C(C)(C)C)OCCCOC1=C(C(=O)O)C=C(C=C1)Cl 2-(3-((tert-butyldimethylsilyl)oxy)propoxy)-5-chlorobenzoic acid